C(C)N1CCC2(C[C@H]2C(=O)N[C@@H](CCCCCC(CC)=O)C=2NC(=CN2)C=2C(NC3=CC=CC=C3C2)=O)CC1 (R)-6-Ethyl-N-((S)-7-oxo-1-(5-(2-oxo-1,2-dihydrochinolin-3-yl)-1H-imidazol-2-yl)nonyl)-6-azaspiro[2.5]octan-1-carboxamid